C(CCCCCCCCCCCCCCCCC(=O)OCC1=CC=CC=C1)(=O)OCC1=CC=CC=C1 Dibenzyl octadecanedioate